C(C=C)(=O)N1CC2(C1)CN(CC2)C=2C(=C(C(N(C2)C2CCCC2)=O)C2=C1C=NNC1=CC=C2C)C#N 5-(2-acryloyl-2,6-diazaspiro[3.4]octan-6-yl)-1-cyclopentyl-3-(5-methyl-1H-indazol-4-yl)-2-oxo-1,2-dihydropyridine-4-carbonitrile